S1C(=CC=C1)[SiH3] thienyl-silane